OC(C)(C)C1=CC(=NN1C1=CC=CC=C1)[S@](=O)(N)=NC(NC1=C2C(=NC3=C1CCC3)C(CC2)C)=O (S)-5-(2-Hydroxypropan-2-yl)-N'-((3-methyl-1,2,3,5,6,7-hexahydrodicyclopenta[b,e]pyridin-8-yl)carbamoyl)-1-phenyl-1H-pyrazole-3-sulfonimidamide